N-(3-(3-aminophenyl)-4-methyl-pentyl)-3-chloro-4-methylaniline NC=1C=C(C=CC1)C(CCNC1=CC(=C(C=C1)C)Cl)C(C)C